C1(CC1)OC1=CC(=NC(=N1)C(C)(F)F)NC1=CC(=NC=C1OC=1C=NN(C1)C)NC(C)=O N-(4-((6-cyclopropoxy-2-(1,1-difluoroethyl)pyrimidin-4-yl)amino)-5-((1-methyl-1H-pyrazol-4-yl)oxy)pyridin-2-yl)acetamide